FC=1C=C(C=C(C1)F)C1=NOC(C1)(C(=O)O)C=C 3-(3,5-Difluorophenyl)-5-vinyl-4H-isoxazole-5-carboxylic acid